Natrium-Aluminium [Al].[Na]